pentanoic acid (2-hydroxy-ethoxy)-methyl-amide OCCON(C(CCCC)=O)C